1-(2-fluoropyridin-4-yl)ethan-1-one FC1=NC=CC(=C1)C(C)=O